C1=CC=C(C=2SC3=C(C21)C=CC=C3)C=3C=CC=C2C(C=C(OC32)N3CCOCC3)=O 8-(dibenzo[b,d]thiophen-4-yl)-2-morpholino-4H-chromen-4-one